3-(1',2'-Dihydrospiro[cyclopropane-1,3'-pyrrolo[2,3-b]pyridin]-5'-yl)-7-(4-methyl-2-oxopiperazin-1-yl)-1H-indole-5-carbonitrile N1CC2(C=3C1=NC=C(C3)C3=CNC1=C(C=C(C=C31)C#N)N3C(CN(CC3)C)=O)CC2